S(C)(=O)(=O)O.C(CCC)N1CN(C=C1)C L-1-butyl-3-methylimidazole mesylate